8-[4-(N-Methylpiperazino)-3-chlorophenylamino]-1-methyl-4,5-dihydro-1H-pyrazolo[4,3-h]quinazoline-3-carboxamide CN1CCN(CC1)C1=C(C=C(C=C1)NC1=NC=2C3=C(CCC2C=N1)C(=NN3C)C(=O)N)Cl